C(C)(C)(C)OC(=O)N1C=2C(OC[C@@H]1C)=[N+](C(=C(C2)CC2=C(C=C(C=C2)F)F)C)[O-] (S)-1-(tert-butoxycarbonyl)-7-(2,4-difluorobenzyl)-2,6-dimethyl-2,3-dihydro-1H-pyrido[2,3-b][1,4]oxazine 5-oxide